C(=C)OCCCO 3-Hydroxypropyl Vinyl Ether